OC1=CC=C(C=C1)CC1=CC=C(C=C1)O bis(4-hydroxyphenyl)methane